C(CCCNCCCNCCCN)N(CCCN)CCCN N,N'-(Butane-1,4-diyl)bis(N1-(3-aminopropyl)propane-1,3-diamine)